((2-(((4-(dimethylamino)butanoyl)oxy)methyl)-1,4-phenylene)bis(oxy))bis(octane-8,1-diyl) bis(decanoate) C(CCCCCCCCC)(=O)OCCCCCCCCOC1=CC(=C(C=C1)OCCCCCCCCOC(CCCCCCCCC)=O)COC(CCCN(C)C)=O